4-(4-cyclopropyl-1,4-diazepan-1-yl)aniline C1(CC1)N1CCN(CCC1)C1=CC=C(N)C=C1